13-Methyl-(5Z,8Z)-tridecadienolide CC1CCCCCCC\C=C/C=CC(=O)O1